C(O)C1=CC=NC2=C3N=CC=C(C3=CC=C12)CO 4,7-dimethylol-1,10-phenanthroline